(S)-3-((Z)-2-(((S)-2-(4-(6-(3-aminopropyl)-1-methylpyridin-1-ium-3-yl) phenoxy)-1-carboxyethoxy) imino)-2-(2-aminothiazol-4-yl) acetamido)-2,2-dimethyl-4-oxoazetidin-1-yl sulfate S(=O)(=O)(ON1C([C@@H](C1=O)NC(\C(\C=1N=C(SC1)N)=N/O[C@@H](COC1=CC=C(C=C1)C=1C=[N+](C(=CC1)CCCN)C)C(=O)O)=O)(C)C)[O-]